FC([C@H]1N(C(OC1)=C=O)C=1N=C2N(CCOC3=C2C=CC(=N3)N[C@H](C(=O)N)C)C1)F (S)-2-((2-((S)-4-(difluoromethyl)-2-carbonyloxazolidin-3-yl)-5,6-dihydroimidazo[1,2-d]pyrido[3,2-f][1,4]oxazepin-9-yl)amino)propionamide